COC(CC1(CNC2=CC(=C(C=C12)F)F)C)=O 2-(5,6-difluoro-3-methylindolin-3-yl)acetic acid methyl ester